OCCOCCOCCOCCOCCOCCOCCOCCOCCO 2-[[2-[2-[2-[2-[2-[2-(2-hydroxyethoxy)ethoxy]ethoxy]ethoxy]ethoxy]ethoxy]ethoxy]ethoxy]ethanol